Cobalt (II) citrat C(CC(O)(C(=O)[O-])CC(=O)[O-])(=O)[O-].[Co+2].C(CC(O)(C(=O)[O-])CC(=O)[O-])(=O)[O-].[Co+2].[Co+2]